methyl (2S)-2-[[(2S)-2-[[(E)-3-(4-chloro-2-fluoro-phenyl)prop-2-enoyl]amino]-4-methyl-pentanoyl]amino]-3-[(3S)-2-oxopyrrolidin-3-yl]propanoate ClC1=CC(=C(C=C1)/C=C/C(=O)N[C@H](C(=O)N[C@H](C(=O)OC)C[C@H]1C(NCC1)=O)CC(C)C)F